FC1=C(C(=CC=C1)OC)C1=CC(=NC=C1C(=O)NC=1SC2=C(N1)CN(C2)C(C2=C(N=C(C=C2)C(F)(F)F)OC)=O)C 4-(2-fluoro-6-methoxyphenyl)-N-(5-(2-methoxy-6-(trifluoromethyl)nicotinoyl)-5,6-dihydro-4H-pyrrolo[3,4-d]thiazol-2-yl)-6-methylnicotinamide